BrC1=CC=CC2=C1OCC=1C2=NNC1 6-bromo-2,4-dihydrochromeno[4,3-c]Pyrazole